C(C)OC(CC1=CN=C(N1C(=O)OC(C)(C)C)C1=CC=C(C=C1)OC)=O tert-Butyl 5-(2-ethoxy-2-oxoethyl)-2-(4-methoxyphenyl)-1H-imidazole-1-carboxylate